COC(=CNC)OC 2,2-dimethoxy-N-methylethen-1-amine